2-Vinyl ethylene oxide C(=C)C1CO1